N-((3S,4R)-3-fluoro-1-methylpiperidin-4-yl)-2-(3-((2-methoxy-4-(methylsulfonyl)phenyl)amino)prop-1-yn-1-yl)-3-((E)-prop-1-en-1-yl)-2H-indazol-7-amine F[C@H]1CN(CC[C@H]1NC1=CC=CC2=C(N(N=C12)C#CCNC1=C(C=C(C=C1)S(=O)(=O)C)OC)\C=C\C)C